C(CNC(=O)C1=CC=CC=C1)(=O)O.N[C@H](C(=O)O)CC1=CC=C(C=C1)C1=CSC2=C1N=C(N=C2O[C@@H](C(F)(F)F)C2=C(C=C(C=C2)Cl)N2N=C(C=C2)C)N (S)-2-amino-3-(4-(2-amino-4-((R)-1-(4-chloro-2-(3-methyl-1H-pyrazol-1-yl)phenyl)-2,2,2-trifluoroethoxy)thieno[3,2-d]pyrimidin-7-yl)phenyl)propionic acid hippurate